N6-(1-oxo-tetradecyl)-N2-[(phenylmethoxy)carbonyl]-L-lysine O=C(CCCCCCCCCCCCC)NCCCC[C@H](NC(=O)OCC1=CC=CC=C1)C(=O)O